(R)-(5-(3-fluoropyridin-2-yl)-1,3,4-oxadiazol-2-yl)(4-(4-isopropylpyrazolo[1,5-a]pyridin-2-yl)-1,4,6,7-tetrahydro-5H-imidazo[4,5-c]pyridin-5-yl)methanone FC=1C(=NC=CC1)C1=NN=C(O1)C(=O)N1[C@H](C2=C(CC1)NC=N2)C2=NN1C(C(=CC=C1)C(C)C)=C2